(R)-N-(5-methoxy-2-methyl-4-(N-(1-(1-methylpiperidin-4-yl)ethyl)sulfamoyl)phenyl)-2-methylbenzamide COC=1C(=CC(=C(C1)NC(C1=C(C=CC=C1)C)=O)C)S(N[C@H](C)C1CCN(CC1)C)(=O)=O